C(#N)C[C@@H]1C[C@@H](NC1)COC1(N2C(N(C(CC1)C2)OS(=O)(=O)O)=O)C(=O)N [(2R,4S)-4-Cyanomethyl-pyrrolidin-2-yl]methyloxyl-7-oxo-6-(sulfooxy)-1,6-diazabicyclo[3.2.1]octane-2-carboxamide